C(C)(C)(C)OC(=O)N1C[C@@H](CC1)CC1=NC2=C(N1C[C@H]1OCC1)C=C(C=C2)C(=O)OC Methyl 2-(((S)-1-(tert-butoxycarbonyl)pyrrolidin-3-yl)methyl)-1-(((S)-oxetan-2-yl)methyl)-1H-benzo[d]imidazole-6-carboxylate